[Si](C)(C)(C(C)(C)C)OCCC(=O)OC methyl 3-[(tert-butyldimethylsilyl)oxy]propanoate